OC1=C(C(=CC(=C1)C)C)C1=CC=C(N=N1)N1CCCC2=CC=C(C=C12)O 1-[6-(2-hydroxy-4,6-dimethyl-phenyl)pyridazin-3-yl]-3,4-dihydro-2H-quinolin-7-ol